3-(ethyliminomethyleneamino)-N,N-di(methyl)propan-1-amine C(C)N=C=NCCCN(C)C